ClCNC chloromethyl-methylamine